6-(4-bromo-phenylcarbamoyl)-nicotinic acid methyl ester COC(C1=CN=C(C=C1)C(NC1=CC=C(C=C1)Br)=O)=O